ClC1=NC(=NC(=C1C)C1=C(C=CC=C1C)C(C)C)NS(=O)(=O)C=1C=C(C(=O)OC)C=CC1 Methyl 3-[[4-chloro-6-(2-isopropyl-6-methyl-phenyl)-5-methyl-pyrimidin-2-yl]sulfamoyl]benzoate